1-((6-(2-chloro-6-cyclopropyl-7H-pyrrolo[2,3-d]pyrimidin-7-yl)pyridin-2-yl)oxy)-2-methylpropan-2-ol ClC=1N=CC2=C(N1)N(C(=C2)C2CC2)C2=CC=CC(=N2)OCC(C)(O)C